n-hexcosanol C(CCCCCCCCCCCCCCCCCCCCCCCCC)O